4-(5-chloroquinolin-2-yl)benzenesulfonamide ClC1=C2C=CC(=NC2=CC=C1)C1=CC=C(C=C1)S(=O)(=O)N